rac-4-(4-methylphenyl)-N-[(1s,4r)-3-{[4-(propan-2-yl)piperazin-1-yl]methyl}bicyclo[2.2.1]heptan-2-yl]piperidine-1-carboxamide lithium phenyl-2,4,6-trimethylbenzoylphosphite C1(=CC=CC=C1)P([O-])([O-])([O-])C(C1=C(C=C(C=C1C)C)C)=O.[Li+].CC1=CC=C(C=C1)C1CCN(CC1)C(=O)NC1[C@H]2CC[C@@H](C1CN1CCN(CC1)C(C)C)C2.[Li+].[Li+]